[Na].C(CCCCCCCCCCCCCCCCC)N[C@@H](CCC(=O)O)C(=O)O N-stearyl-glutamic acid monosodium